C(C)(C)(C)OC(=O)NC=1C(=C(C=C2C=C(N=CC12)NC(=O)OC1CN(C1)S(=O)(=O)C)C1=C(C2=C(OCCN2C(=O)OC(C)(C)C)N=C1)C)F tert-Butyl 7-[8-(tert-butoxycarbonylamino)-7-fluoro-3-[(1-methylsulfonylazetidin-3-yl)oxycarbonylamino]-6-isoquinolyl]-8-methyl-2,3-dihydropyrido[2,3-b][1,4]oxazine-1-carboxylate